C(C)(C)(C)OC(=O)N[C@@H](CC(=O)O)C(=O)OC(C)C (S)-3-((tert-butoxycarbonyl)amino)-4-isopropoxy-4-oxobutyric acid